6-[2-(tert-butyldimethylsilyl)ethynyl]-3-{4,7-dimethyl-7H-pyrrolo[2,3-d]pyrimidin-6-yl}-2,4-dimethylpyridine [Si](C)(C)(C(C)(C)C)C#CC1=CC(=C(C(=N1)C)C1=CC2=C(N=CN=C2C)N1C)C